ClC1=CN(C2=NC=CC(=C21)CN2C(N(CCC2)C2=CC(=C(C=C2)OC)OCCCCC)=O)CC(=O)O 2-(3-chloro-4-((3-(4-methoxy-3-(pentyloxy)phenyl)-2-oxotetrahydropyrimidin-1(2H)-yl)methyl)-1H-pyrrolo[2,3-b]pyridine-1-yl)acetic acid